1-(4-hydroxyphenyl)-3-(3-chloro-4-bromophenyl)-2-propen-1-one OC1=CC=C(C=C1)C(C=CC1=CC(=C(C=C1)Br)Cl)=O